N1(CCC(CC1)C1CCNCC1)CC=1C=C(C=C(C1)C1=CC(=CC(=C1)C)Cl)CN1CCC(CC1)CNC(C)=O N-((1-((5-([4,4'-bipiperidin]-1-ylmethyl)-3'-chloro-5'-methyl-[1,1'-biphenyl]-3-yl)methyl)piperidin-4-yl)methyl)acetamide